NC1=NN(C(=C1C#N)C(C)N(C(C1=CC(=CC(=C1)C(F)(F)F)C(F)(F)F)=O)C)C1=NC=C(C=C1)C#N N-[1-[3-amino-4-cyano-1-(5-cyano-2-pyridinyl)-1H-pyrazol-5-yl]ethyl]-N-methyl-3,5-bis(trifluoromethyl)benzamide